C(C)(C)(C)NC1N(CCC1)C1=CC=C(N=N1)C1=NC=C(C=C1O)C1=NN(C=C1)C 2-{6-[(3S)-(tert-butylamino)pyrrolidin-1-yl]pyridazin-3-yl}-5-(1-methyl-1H-pyrazol-3-yl)pyridin-3-ol